(1-methyl-5-(methylthio)-1H-1,2,3-triazol-4-yl)(phenyl)methanone CN1N=NC(=C1SC)C(=O)C1=CC=CC=C1